OCCCN1[C@@H](CN(C[C@@H]1C)C(=O)OCC1=CC=CC=C1)C benzyl (3R,5S)-4-(3-hydroxypropyl)-3,5-dimethylpiperazine-1-carboxylate